7-bromo-4-[4-(4-methoxyphenyl)piperidin-1-yl]-1-methyl-2-oxo-1,2-dihydroquinazoline BrC1=CC=C2C(=NC(N(C2=C1)C)=O)N1CCC(CC1)C1=CC=C(C=C1)OC